C(C)(=O)OCC(OCC(C)OCCCC)C Dipropylene Glycol Butyl Ether Acetate